2-bromo-3-fluoro-4-methylpyridine BrC1=NC=CC(=C1F)C